C(CCNC([C@H](O)C(C)(C)CO)=O)(=O)[O-].[Ca+2].C(CCNC([C@H](O)C(C)(C)CO)=O)(=O)O.C(CCNC([C@H](O)C(C)(C)CO)=O)(=O)[O-] pantothenic acid calcium pantothenate